tert-butyl (1S,4S)-5-(4-((5-amino-7-(((S)-1-hydroxyhexan-3-yl)amino)-1H-pyrazolo[4,3-d]pyrimidin-1-yl)methyl)-3-methoxybenzyl)-2,5-diazabicyclo[2.2.1]heptane-2-carboxylate NC=1N=C(C2=C(N1)C=NN2CC2=C(C=C(CN1[C@@H]3CN([C@H](C1)C3)C(=O)OC(C)(C)C)C=C2)OC)N[C@H](CCO)CCC